4-[5-(2-aminoethyl)pyrimidin-2-yl]-3-[(3-methyl-1-pyridin-2-ylpyrazol-4-yl)methyl]benzonitrile NCCC=1C=NC(=NC1)C1=C(C=C(C#N)C=C1)CC=1C(=NN(C1)C1=NC=CC=C1)C